1-bromo-3-(4-phenoxyphenyl)imidazo[1,5-c]pyrimidin-5-amine BrC=1N=C(N2C(=NC=CC21)N)C2=CC=C(C=C2)OC2=CC=CC=C2